CCCCC/C=C\\C/C=C\\C=C\\C=C\\[C@H]([C@H](CCCC(=O)OC)O)SC[C@@H](C(=O)NCC(=O)O)NC(=O)CC[C@@H](C(=O)O)N The molecule is the methyl ester of leukotriene C4, the esterified acid group being the one forming position 1 of the icosatetraenyl chain. Leukotriene C4 methyl ester is a more lipid-soluble form of leukotriene C4. It is a methyl ester and a leukotriene. It derives from a leukotriene C4.